[N+](=O)([O-])C=1C=C(C=CC1)[C@@H](CC=1SC=NN1)C (R)-2-(2-(3-nitrophenyl)propyl)-1,3,4-thiadiazole